2-(4-(3-ethoxyphenyl)thiophen-2-yl)-6-fluoroquinoline-4-carboxylic acid C(C)OC=1C=C(C=CC1)C=1C=C(SC1)C1=NC2=CC=C(C=C2C(=C1)C(=O)O)F